C(C)(C)(C)C=1C=C(C2=C(N=C(O2)C2=CC=CC=C2)C1)Cl 5-(tert-butyl)-7-chloro-2-phenylbenzoxazole